C1(=CC=CC=C1)NC1=CC2=C(NC(=N2)COC2=CC(=NC=C2)C(F)(F)F)C=C1 N-Phenyl-2-(((2-(trifluoromethyl)pyridin-4-yl)oxy)methyl)-1H-benzo[d]imidazol-5-amine